FC1([C@@H](N(C1)CC(=O)OC(C)(C)C)C)F |r| tert-butyl 2-[(SR)-3,3-difluoro-2-methylazetidin-1-yl]acetate